1-amino-5-(2-boronoethyl)-2-(morpholinomethyl)cyclohexane-1-carboxylic acid dihydrochloride Cl.Cl.NC1(C(CCC(C1)CCB(O)O)CN1CCOCC1)C(=O)O